N-(5-Chloro-1H-indol-3-yl)-6,7-difluoro-1-methyl-5-(trifluoromethyl)-1H-benzo[d]imidazol-2-amine ClC=1C=C2C(=CNC2=CC1)NC1=NC2=C(N1C)C(=C(C(=C2)C(F)(F)F)F)F